3-(8-(4,6-dimethyl-3-oxo-3,4-dihydropyrazin-2-yl)imidazo[1,2-a]pyridin-5-yl)propionic acid CN1C(C(=NC(=C1)C)C=1C=2N(C(=CC1)CCC(=O)O)C=CN2)=O